sulfosuccinimidyl-succinamide S(=O)(=O)(O)C(C(=O)N)(CC(=O)N)N1C(CCC1=O)=O